3-[4-[4-(5-azidopentanoyl)piperazin-1-yl]anilino]piperidine-2,6-dione N(=[N+]=[N-])CCCCC(=O)N1CCN(CC1)C1=CC=C(NC2C(NC(CC2)=O)=O)C=C1